(1r,4s)-4-(((6-(2-chloro-3-(2-(4-((((1r,4s)-4-hydroxycyclohexyl)amino)methyl)-3-methoxyphenyl)-3-methylpyridin-4-yl)phenyl)-2-methoxypyridin-3-yl)methyl)amino)cyclohexan-1-ol ClC1=C(C=CC=C1C1=C(C(=NC=C1)C1=CC(=C(C=C1)CNC1CCC(CC1)O)OC)C)C1=CC=C(C(=N1)OC)CNC1CCC(CC1)O